Rel-(3S,16R)-4,6-difluoro-8',18'-dioxa-12'-azaspiro[morpholine-3,15'-tetracyclo[17.2.2.02,7.012,16]tricosane] FN1CC(OC[C@@]12CCN1CCCOC3CCCCC3C3CCC(OCC21)CC3)F |o1:6|